ClC1=NSSC1=O 4-chloro-5H-1,2,3-dithiazol-5-one